CN1C(CC2=CC=C(C=C12)CNC(OC(C)(C)C)=O)=O Tert-butyl ((1-methyl-2-oxoindolin-6-yl)methyl)carbamate